BrCC1=CC=C(C=C1)[Si](C1=CC=CC=C1)(C1=CC=CC=C1)C1=CC=CC=C1 [4-(Bromomethyl)phenyl]-triphenylsilane